(S)-11-(aminomethyl)-9-bromo-4-ethyl-8-fluoro-4-hydroxy-1,12-dihydro-14H-pyrano[3',4':6,7]indolizino[1,2-b]quinoline-3,14(4H)-dione NCC1=C2C(=NC=3C=C(C(=CC13)Br)F)C1=CC3=C(C(N1C2)=O)COC([C@]3(O)CC)=O